FC(OC=1C=C(C=CC1)C(=C)C1=NNC2=NC(=CN=C21)N2CCC1(CC2)[C@@H](C2=CC=CC=C2C1)N)F (S)-1'-(3-(1-(3-(difluoromethoxy)phenyl)vinyl)-1H-pyrazolo[3,4-b]pyrazin-6-yl)-1,3-dihydrospiro[indene-2,4'-piperidine]-1-amine